CC(=CC(CC#C)O)CCC=C(C)C 6,10-Dimethylundeca-5,9-dien-1-yn-4-ol